C1(CC1)NC1=NC(=NC=C1C(F)(F)F)NC1=CC=C2CCN(CC2=C1)C(=O)OC(C)(C)C tert-butyl 7-(4-(cyclopropylamino)-5-(trifluoromethyl) pyrimidin-2-ylamino)-3,4-dihydroisoquinoline-2(1H)-carboxylate